The molecule is a dihydroxyanthraquinone that is 9,10-anthraquinone substituted by hydroxy groups at positions 4 and 7, a hydroxymethyl group at position 3 and a 6-O-acetyl-beta-D-glucopyranosyloxy residue at position 2. It has been isolated from the roots of Rubia yunnanensis. It has a role as a plant metabolite. It is an acetate ester, a monosaccharide derivative, a beta-D-glucoside and a dihydroxyanthraquinone. CC(=O)OC[C@@H]1[C@H]([C@@H]([C@H]([C@@H](O1)OC2=C(C(=C3C(=C2)C(=O)C4=C(C3=O)C=CC(=C4)O)O)CO)O)O)O